FC(C(=O)[O-])(F)F.CS(=O)(=O)CC1C[NH2+]C1 3-((methylsulfonyl)methyl)azetidinium trifluoroacetate